NC1=NC=CC(=N1)OC1=CC(=C(C=C1)N1C(N(CC1=O)C1=CC(=CC=C1)C(F)F)=O)C(C)C 3-{4-[(2-amino-4-pyrimidinyl)oxy]-2-isopropylphenyl}-1-[3-(difluoromethyl)phenyl]-2,4-imidazolidinedione